(S)-2-(5-(4-(1-((5-(2,4-difluorophenoxy)pyrazin-2-yl)amino)-1-oxopropan-2-yl)-2,2-dimethylpiperazine-1-carbonyl)-2-oxopyrazin-1(2H)-yl)acetic acid FC1=C(OC=2N=CC(=NC2)NC([C@H](C)N2CC(N(CC2)C(=O)C=2N=CC(N(C2)CC(=O)O)=O)(C)C)=O)C=CC(=C1)F